6-(E)-(4-hydroxy-3-methylbut-2-en-1-ylamino)-3-glucopyranosylpurine OC/C(=C/CNC1=C2N=CN=C2N(C=N1)C1[C@H](O)[C@@H](O)[C@H](O)[C@H](O1)CO)/C